C1(CC1)C1=NN(C=N1)C1CC2(CN(C2)C(=O)N2CC3(C2)CCN(C3)CC3=NC=C(C=C3)C(F)(F)F)C1 [6-(3-cyclopropyl-1,2,4-triazol-1-yl)-2-azaspiro[3.3]heptan-2-yl]-[7-[[5-(trifluoromethyl)-2-pyridinyl]methyl]-2,7-diazaspiro[3.4]octan-2-yl]methanone